(2,4-Dihydroxy-5-isopropylphenyl)-[5-(4-methylpiperazin-1-ylmethyl)-1,3-dihydroisoindol-2-yl]methanone OC1=C(C=C(C(=C1)O)C(C)C)C(=O)N1CC2=CC=C(C=C2C1)CN1CCN(CC1)C